N-(4-((5-chloropyrimidin-2-yl)oxy)-3-methylphenyl)-3-methoxycyclobutane-1-carboxamide ClC=1C=NC(=NC1)OC1=C(C=C(C=C1)NC(=O)C1CC(C1)OC)C